NC1=CC=C(C=C1)C1(CCCCC1)C1=CC=C(C=C1)N 1,1-bis(4-aminophenyl)-cyclohexane